1-(2-((tert-butyldimethylsilyl)oxy)ethyl)azetidin-3-ol [Si](C)(C)(C(C)(C)C)OCCN1CC(C1)O